Octyn C#CCCCCCC